C(C)C1(OC2=CC=C(C=C2C(C1)=O)C=1OC(=NN1)C1=CC2=C(N(N=N2)C(C)C)C=C1)CC 2,2-diethyl-6-[5-(1-isopropylbenzotriazol-5-yl)-1,3,4-oxadiazol-2-yl]chroman-4-one